S1C(=NC=C1)CN1N=CC(=C1)B(O)O 1-(THIAZOL-2-YLMETHYL)-1H-PYRAZOL-4-YLBORONIC ACID